2-amino-N-((S)-1-(8-(((R)-5-hydroxy-5,6-dihydro-4H-pyrrolo[1,2-b]pyrazol-3-yl)ethynyl)-1-oxo-2-phenyl-1,2-dihydroisoquinolin-3-yl)ethyl)pyrazolo[1,5-a]pyrimidine-3-carboxamide NC1=NN2C(N=CC=C2)=C1C(=O)N[C@@H](C)C=1N(C(C2=C(C=CC=C2C1)C#CC1=C2N(N=C1)C[C@@H](C2)O)=O)C2=CC=CC=C2